salicylic acid amide C(C=1C(O)=CC=CC1)(=O)N